3-methyl-4-oxo-4,5-dihydro-3H-pyrrole CC1C=NCC1=O